C1(=CC=CC=C1)CC(=O)C=1C(C(C(=C(C1O)CCC(=C)C)O)(CCC(=C)C)O)=O 2-(2-phenylacetyl)-3,5,6-trihydroxy-4,6-diisopentenylcyclohexa-2,4-dienone